methyl 2-[4-[5-amino-4-cyano-1-(2,2,2-trifluoro-1-methyl-ethyl)pyrazol-3-yl]phenyl]acetate NC1=C(C(=NN1C(C(F)(F)F)C)C1=CC=C(C=C1)CC(=O)OC)C#N